4-(5-(3-chlorophenyl)-1,3,4-oxadiazole-2-carbonyl)piperidine-1-carboxylic acid tert-butyl ester C(C)(C)(C)OC(=O)N1CCC(CC1)C(=O)C=1OC(=NN1)C1=CC(=CC=C1)Cl